Methylglucuronate COC([C@H]([C@H]([C@@H]([C@H](C=O)O)O)O)O)=O